(1R,3S)-3-(3-((4-((2-formyl-3-hydroxyphenoxy)methyl) pyridin-2-yl)amino)-1H-pyrazol-5-yl)cyclopentyl isopropylcarbamate C(C)(C)NC(O[C@H]1C[C@H](CC1)C1=CC(=NN1)NC1=NC=CC(=C1)COC1=C(C(=CC=C1)O)C=O)=O